FC(C1CCN(CC1)C1=CC=C(C=C1)NC1C(CCCC1)O)(F)F 2-((4-(4-(Trifluoromethyl)piperidin-1-yl)phenyl)amino)cyclohexan-1-ol